FC=1C=C(C=CC1C(NCCNC(C=C)=O)=O)B(O)O 3-Fluoro-4-((2-acrylamidoethyl)carbamoyl)-phenylboronic acid